1-AMINO-1-CYCLOPROPANECARBOXYLIC ACID NC1(CC1)C(=O)O